[OH-].C(=C)N1CN(C=C1)CCCS(=O)(=O)O 1-vinyl-3-(3-sulfopropyl)imidazole hydroxide